C(C(C)(C)C)OB(O)C1=C(C=C(C=C1)OC)F (2-fluoro-4-methoxyphenyl)boronic acid neopentyl ester